2-(4-(5-(4,5-Dimethoxy-2-nitrophenyl)-2H-tetrazol-2-yl)phenethyl)-1,2,3,4-tetrahydro-2,6-naphthyridine COC1=CC(=C(C=C1OC)C=1N=NN(N1)C1=CC=C(CCN2CC3=CC=NC=C3CC2)C=C1)[N+](=O)[O-]